CC=1C=C(C=C(C1)C)C=1N=CC(=NC1C1=CC(=CC(=C1)C)C)OS(=O)(=O)C(F)(F)F 5,6-bis(3,5-dimethylphenyl)pyrazin-2-yl-trifluoromethanesulfonic acid